1,2-bis(triethoxysilyl)butane C(C)O[Si](CC(CC)[Si](OCC)(OCC)OCC)(OCC)OCC